COC=1C=C(C=NC1)C1=CC=C2CCN(C2=C1)C(C=C)=O 1-[6-(5-methoxypyridin-3-yl)-2,3-dihydro-1H-indol-1-yl]prop-2-en-1-one